1,1-dimethylethyl ((1S)-1-methyl-3-{[2-(methyloxy)ethyl]amino}propyl)carbamate C[C@@H](CCNCCOC)NC(OC(C)(C)C)=O